C(C1=CC=CC=C1)C1(CCN(CC1)C1=CC=C(C=N1)C1=CC(=CC=2N1C(=CN2)C#N)OCC(C)(C)O)O 5-(6-(4-benzyl-4-hydroxypiperidin-1-yl)pyridin-3-yl)-7-(2-hydroxy-2-methylpropoxy)imidazo[1,2-a]pyridine-3-carbonitrile